pimelic acid, magnesium salt [Mg+2].C(CCCCCC(=O)[O-])(=O)[O-]